C1(=CC=CC=C1)C=1C(N(N=CC1)CCCCN1C(COCC1)C1=CC=CC=C1)=O 4-phenyl-2-(4-(3-phenylmorpholinyl)butyl)pyridazin-3(2H)-one